ClC1=C(C(=NC=C1)C#N)F chloro-3-fluoropicolinonitrile